C(#N)C=1C=C(C=CC1OC(F)(F)F)N1C[C@H](N(CC1)C(=O)OC1CC2(CN(C2)CC2=CC=CC=C2)C1)C 2-benzyl-2-azaspiro[3.3]heptan-6-yl (2R)-4-[3-cyano-4-(trifluoromethoxy)phenyl]-2-methylpiperazine-1-carboxylate